5-Chloro-6-(1-(3-chloropyridin-2-yl)-3-methoxy-1H-pyrazol-5-carboxamido)-N-methoxypyrazolo[1,5-a]pyridin-7-carboxamid ClC1=CC=2N(C(=C1NC(=O)C1=CC(=NN1C1=NC=CC=C1Cl)OC)C(=O)NOC)N=CC2